CC1=CC=C(C=C1)S(=O)(=O)NC=1C=CC=C2CCC(OC12)C(=O)OC methyl 8-((4-methylphenyl)sulfonamido)chromane-2-carboxylate